C1(=CC=CC=C1)COC(=O)N1CC2=CC=C(C=C2CC1)CC(=O)O 2-(2-phenylmethoxycarbonyl-3,4-dihydro-1H-isoquinolin-6-yl)acetic acid